(1S,3R,4S)-2-[(2R)-2-(3-chloro-2-methyl-anilino)propanoyl]-N-[(1S)-1-cyano-2-[(3S)-2-oxo-3-piperidyl]ethyl]-5,5-difluoro-2-azabicyclo[2.2.2]octane-3-carboxamide ClC=1C(=C(N[C@@H](C(=O)N2[C@@H]3CC([C@H]([C@@H]2C(=O)N[C@@H](C[C@H]2C(NCCC2)=O)C#N)CC3)(F)F)C)C=CC1)C